4-chloro-N-{[2,2-dimethyl-1-(3-methylbutanoyl)-1,2,3,4-tetrahydroquinolin-6-yl]methyl}benzamide ClC1=CC=C(C(=O)NCC=2C=C3CCC(N(C3=CC2)C(CC(C)C)=O)(C)C)C=C1